C(C)(=O)O[C@H](COC1=CC=C(C=C1)C(C)(C)C1=CC(=C(C(=C1)Cl)OC[C@H](CCl)O)Cl)COC (S)-1-(4-(2-(3,5-dichloro-4-((R)-3-chloro-2-hydroxypropoxy)phenyl)propan-2-yl)phenoxy)-3-methoxypropan-2-yl acetate